C(C)(C)(C)OC(C(CCN1N(C[C@H]2[C@@H]1C(CN2C(=O)OC(C)(C)C)(F)F)CC(F)(F)F)(C)C)=O (cis)-tert-Butyl 1-(4-(tert-butoxy)-3,3-dimethyl-4-oxobutyl)-6,6-difluoro-2-(2,2,2-trifluoroethyl)hexahydropyrrolo[3,2-c]pyrazole-4(2H)-carboxylate